N-(1-Methyl-3-((4-(trifluoromethyl)phenyl)ethynyl)-1H-indol-5-yl)acrylamide CN1C=C(C2=CC(=CC=C12)NC(C=C)=O)C#CC1=CC=C(C=C1)C(F)(F)F